1-(imidazo[1,2-a]pyrazin-6-yl)pyrrolidin-2-one N=1C=CN2C1C=NC(=C2)N2C(CCC2)=O